N-(5-(4-fluorobenzo[d][1,3]dioxol-5-yl)-1-(2-methoxypropyl)-1H-pyrazolo[3,4-b]pyridin-3-yl)isothiazole-5-carboxamide FC1=C(C=CC=2OCOC21)C=2C=C1C(=NC2)N(N=C1NC(=O)C1=CC=NS1)CC(C)OC